CP(C1CCNCC1)(C)=O dimethyl-(piperidin-4-yl)phosphine oxide